isopropyl-2',3'-dihydro-1'H-spiro[cyclopropane-1,4'-isoquinoline]-7'-amine C(C)(C)C1NCC2(C3=CC=C(C=C13)N)CC2